3-(((2-((3-bromo-2-chlorobenzyloxy)oxy)-6-methoxypyrimidin-4-yl)oxy)methyl)benzonitrile BrC=1C(=C(COOC2=NC(=CC(=N2)OCC=2C=C(C#N)C=CC2)OC)C=CC1)Cl